5-(trifluoromethyl)-1H-pyrazole-3-carboxylic acid ethyl ester C(C)OC(=O)C1=NNC(=C1)C(F)(F)F